(E)-1-(3-(4-amino-5-(7-methoxy-5-methylbenzothien-2-yl)-7H-pyrrolo[2,3-d]pyrimidin-7-yl)pyrrolidin-1-yl)-4-(pyrrolidin-1-yl)but-2-en-1-one NC=1C2=C(N=CN1)N(C=C2C=2SC1=C(C2)C=C(C=C1OC)C)C1CN(CC1)C(\C=C\CN1CCCC1)=O